7-(3-(4-chloro-2,6-dimethylphenoxy)-5-methylphenyl)-N-ethyl-5-methyl-4-oxo-4,5-dihydrothieno[3,2-c]pyridine-2-carboxamide ClC1=CC(=C(OC=2C=C(C=C(C2)C)C=2C3=C(C(N(C2)C)=O)C=C(S3)C(=O)NCC)C(=C1)C)C